N1CC(C1)NC=1C=CC(=C(C(=O)NC2(CC2)C2=CC(=CC=C2)C=2SC(=CC2)CN[C@@H]2C[C@@H](CC2)O)C1)C 5-(Azetidin-3-ylamino)-N-(1-(3-(5-((((1S,3R)-3-hydroxycyclopentyl)amino)methyl)thiophen-2-yl)phenyl)cyclopropyl)-2-methylbenzamide